Fluoroxylate FC1=C(C(=C(C=C1)C(=O)[O-])C)C